CC=1C(=NC=C(C1)C)C1=NN2C(N(C3=C(C2=O)CN(C3=O)C(C)C)CC(=O)NC3=NC=C(C=C3)F)=C1 2-[2-(3,5-dimethylpyridin-2-yl)-5,8-dioxo-6-(propan-2-yl)-5,6,7,8-tetrahydro-4H-pyrazolo[1,5-a]pyrrolo[3,4-d]pyrimidin-4-yl]-N-(5-fluoropyridin-2-yl)acetamide